ClC1=NC=C2C(=CNC(C2=C1)=O)F 7-chloro-4-fluoro-2,6-naphthyridin-1(2H)-one